N-(2-azabicyclo[2.2.2]octan-5-yl)-2-(4-chloro-3-fluorophenoxy)acetamide 2,2,2-trifluoroacetate FC(C(=O)O)(F)F.C12NCC(C(C1)NC(COC1=CC(=C(C=C1)Cl)F)=O)CC2